[K+].FC(C(C(C(C(C(C(C(F)(F)F)(F)F)(F)F)(F)F)(F)F)(F)F)(F)F)(S(=O)(=O)[O-])F perfluorooctyl-sulfonate potassium